tris(2-cyanoethyl)borate C(#N)CCOB(OCCC#N)OCCC#N